N-[4-(7-bromo-5H-pyrrolo[2,3-b]pyrazin-6-yl)pyridin-2-yl]-2,2-dimethylpropanamide BrC1=C(NC2=NC=CN=C21)C2=CC(=NC=C2)NC(C(C)(C)C)=O